methyl 4-(4-bromobutoxy)-2-nitro-benzoate BrCCCCOC1=CC(=C(C(=O)OC)C=C1)[N+](=O)[O-]